ClC=1C2=C(N=C(N1)SC)C[C@]1(OC2)CO[C@H](C2=CC=C(C=C21)Cl)C |r| (1SR,4RS)-4',6-dichloro-1-methyl-2'-(methylthio)-5',8'-dihydrospiro[isochromane-4,7'-pyrano[4,3-d]pyrimidine]